4-methylthiophenyl-boric acid CSC1=CC=C(C=C1)OB(O)O